C1(=CC=CC=C1)N(N)C1=NC=CC=C1 2-(1-phenylhydrazino)pyridine